1-{N-[2-(2-oxo-1-pyrrolidinyl)ethyl]-2-amino-5-fluorobenzo[d]thiazol-6-yl}-3-(4-chlorophenyl)urea O=C1N(CCC1)CCN1C(SC2=C1C=C(C(=C2)NC(=O)NC2=CC=C(C=C2)Cl)F)N